NCCCCN(C=1SC(=C(N1)C(=O)O)CCCOC1=C(C=C(C=C1)CCCNC)F)C=1N=NC(=C(C1)C)NC=1SC2=C(N1)C=CC=C2 2-[(4-aminobutyl){6-[(1,3-benzothiazol-2-yl)amino]-5-methylpyridazin-3-yl}amino]-5-(3-{2-fluoro-4-[3-(methylamino)propyl]phenoxy}propyl)-1,3-thiazole-4-carboxylic acid